4-bromo-2-fluoro-2,3-dihydro-1H-indene BrC1=C2CC(CC2=CC=C1)F